O1COC2=C1C=CC=C2CNCC2=CC(=NC=C2)N2CCC(CC2)C N-(1,3-Benzodioxol-4-ylmethyl)-1-[2-(4-methyl-1-piperidinyl)-4-pyridinyl]methylamine